C(#C)C=1C(=CC=C2C=C(C=C(C12)C1=C(C=2N=C(N=C(C2C=N1)N1CCOCC(C1)=O)OC[C@]12CCCN2C[C@@H](C1)F)F)O)F 4-(7-(8-ethynyl-7-fluoro-3-hydroxynaphthalen-1-yl)-8-fluoro-2-(((2R,7aS)-2-fluorotetrahydro-1H-pyrrolizin-7a(5H)-yl)methoxy)pyrido[4,3-d]pyrimidin-4-yl)-1,4-oxazepan-6-one